[O-]S(=O)(=O)C(F)(F)F.BrC=1C=C(C=CC1)[I+]C1=C(C=C(C=C1C)C)C (3-bromophenyl)(mesityl)iodonium triflate